BrCC(=O)C(C(=O)OCC)(CCC(=O)OCC1=CC=CC=C1)CC O5-benzyl O1-ethyl 2-(2-bromoacetyl)-2-ethyl-pentanedioate